COC(=O)C1=C(C2=C(N=CN2CC2OCC2)S1)F 6-fluoro-1-(oxetan-2-ylmethyl)-1H-thieno[2,3-d]imidazole-5-carboxylic acid methyl ester